FC1=C(N=CC2=C1N=C(N=C2NC2CC(C21CCC1)NC(OC(C)(C)C)=O)OCC12CCCN2CCC1)C1=CC=CC2=CC=CC(=C12)F tertbutyl (3-((8-fluoro-7-(8-fluoronaphthalen-1-yl)-2-((hexahydro-1H-pyrrolizin-7a-yl)methoxy)pyrido[4,3-d]pyrimidin-4-yl)amino)spiro[3.3]heptan-1-yl)carbamate